(S)-(2-(2-methoxy-7-methylquinoxalin-5-yl)-7-methyl-7,8-dihydrobenzofuro[5,4-d]thiazol-7-yl)methanol COC1=NC2=CC(=CC(=C2N=C1)C=1SC2=C(N1)C=CC1=C2C[C@@](O1)(C)CO)C